C(C)OC1=CC=C(C=C2C(C=3C=CC(=CC3CC2)C(=O)O)=O)C=C1 6-(4-ethoxybenzylidene)-5-oxo-5,6,7,8-tetrahydronaphthalene-2-carboxylic acid